C(C)(C)(C)[Si](OCCN1N=C(C(=C1CO)I)C)(C)C [2-[2-[tert-butyl-(dimethyl)silyl]oxyethyl]-4-iodo-5-methyl-pyrazol-3-yl]methanol